[N+](=O)([O-])C=1C=C(C=CC1N[C@H]1CN(CC1)C1COC1)S(=O)(=O)NC(C1=C(C=CC=C1)OC=1C=C2C(=NC1)NC=C2)=O N-[(3-nitro-4-{[(3R)-1-(oxetan-3-yl)pyrrolidin-3-yl]amino}phenyl)sulfonyl]-2-(1H-pyrrolo[2,3-b]pyridin-5-yloxy)benzamide